O(C1=CC=CC=C1)CCN(CC[C@@H](C(=O)O)NC(CC1=CC=CC=C1)=O)CCCCC1=NC=2NCCCC2C=C1 (S)-4-((2-phenoxyethyl)(4-(5,6,7,8-tetrahydro-1,8-naphthyridin-2-yl)butyl)amino)-2-(2-phenylacetamido)butanoic acid